O=S1(CCN=CC2=C1C=CN=C2)=O 1,1-dioxo-2,3-dihydropyrido[3,4-f][1,4]thiazepine